NCCNC(CNC(C1=C(C=C(C=C1)NC=1C=2N(C=CN1)C(=CN2)C=2C(=NN(C2)CC#C)C(F)(F)F)Cl)=O)=O N-[2-(2-aminoethylamino)-2-oxoethyl]-2-chloro-4-[[3-[1-prop-2-ynyl-3-(trifluoromethyl)pyrazol-4-yl]imidazo[1,2-a]pyrazin-8-yl]amino]benzamide